tert-butyl 4-oxo-[1,4'-bipiperidine]-1'-carboxylate O=C1CCN(CC1)C1CCN(CC1)C(=O)OC(C)(C)C